C(C)(=O)OC1(CN(C1)CC1=C(C=C(C=C1C)C1CN(C1)C1=CC(=CC=C1)F)C)C 1-(4-(1-(3-fluorophenyl)azetidin-3-yl)-2,6-dimethylbenzyl)-3-methylazetidin-3-yl acetate